3,4-dihydro-1H-spiro[1,8-naphthyridine-2,3'-pyrrolidine] N1CC2(CC1)NC1=NC=CC=C1CC2